5-(3-ethylsulfonyl-6-pyrimidin-2-yl-2-pyridyl)-1-(2,2,3,3,3-pentafluoropropyl)pyrazolo[3,4-c]pyridine C(C)S(=O)(=O)C=1C(=NC(=CC1)C1=NC=CC=N1)C=1C=C2C(=CN1)N(N=C2)CC(C(F)(F)F)(F)F